C(#N)C1=CC(=C(C=C1)N1C(N([C@@H](C1)C#N)C1=CN=CC2=CC=CC=C12)=O)OC (S)-1-(4-cyano-2-methoxyphenyl)-3-(isoquinolin-4-yl)-2-oxoimidazoline-4-carbonitrile